7-bromo-2-iodo-3-[(trifluoromethyl)sulfanyl]-1-benzothiophene BrC1=CC=CC=2C(=C(SC21)I)SC(F)(F)F